N[C@H]1[C@@H](O[C@@H]([C@H]([C@@H]1O)O)CO)O[C@H]1[C@@H](O[C@H]([C@@H]([C@H]1O)O)C)O[C@@H](C=O)[C@H](O)[C@@H](O)[C@@H](O)C 2-Amino-2-deoxy-β-D-glucopyranosyl-(1→2)-α-L-rhamnopyranosyl-(1→2)-L-rhamnose